tert-butyl (R)-(1-((4-methoxybenzyl)amino)-1-oxohexan-2-yl)carbamate COC1=CC=C(CNC([C@@H](CCCC)NC(OC(C)(C)C)=O)=O)C=C1